(2R)-3-[(1R,3R)-1-[2,6-difluoro-4-[[1-(3-fluoropropyl)azetidin-3-yl]amino]phenyl]-3-methyl-1,3,4,9-tetrahydropyrido[3,4-b]indol-2-yl]-2-methyl-propionic acid FC1=C(C(=CC(=C1)NC1CN(C1)CCCF)F)[C@H]1N([C@@H](CC2=C1NC1=CC=CC=C21)C)C[C@H](C(=O)O)C